tert-butyl (2-(naphthalen-2-yl)ethyl)(3-oxopropyl)carbamate C1=C(C=CC2=CC=CC=C12)CCN(C(OC(C)(C)C)=O)CCC=O